3-(4-(4-(3-Aminopropyl)piperazin-1-yl)phenoxy)piperidine-2,6-dione NCCCN1CCN(CC1)C1=CC=C(OC2C(NC(CC2)=O)=O)C=C1